(9Z,12Z)-N-Methyl-N-(2-(((9Z,12Z)-octadeca-9,12-dien-1-yl)oxy)ethyl)octadeca-9,12-dien-1-amine CN(CCCCCCCC\C=C/C\C=C/CCCCC)CCOCCCCCCCC\C=C/C\C=C/CCCCC